8-hydroxyl-adenine OC1=NC2=NC=NC(=C2N1)N